C1=NC=C2C=CC3=CN=CC4=CC=C1C2=C34 2,7-Diazapyrene